C(C)(C)(C)P1C(C2=C(C3=C(C1)C=CC1=CC=CC=C13)C=1C=CC=CC1C=C2)C2P(CC1=C(C3=C2C=CC=2C=CC=CC23)C2=CC=CC=C2C=C1)C(C)(C)C (+)-4,4'-Di-t-butyl-4,4',5,5'-tetrahydro-3,3'-bi-3H-dinaphtho[2,1-c:1',2'-e]phosphepin